1-(2-(2-Oxa-6-azaspiro[3.3]heptan-6-yl)ethyl)-6-chloro-N-(3,4-dichlorophenyl)-9H-carbazol-3-amine C1OCC12CN(C2)CCC2=CC(=CC=1C3=CC(=CC=C3NC21)Cl)NC2=CC(=C(C=C2)Cl)Cl